C(CCCCCCCCCCCCCCCCC)#N octadecanenitrile